C1(=CC=CC=C1)C=1C=CC=2N(C3=CC=CC=C3C2C1)C1=CC=C(C=C1)C=1C(=CC=CC1)C1=CC=CC=C1 4-(3-phenyl-9H-carbazol-9-yl)-[1,1':2',1''-terphenyl]